ClC1(CC=CC(=C1)N1C[C@H](CC1)C(=O)N[C@H]1[C@H]2CC[C@@H](C1)N2C#N)C (3S)-1-(5-chloro-5-methylphenyl)-N-((1R,2R,4S)-7-cyano-7-azabicyclo[2.2.1]heptan-2-yl)-3-pyrrolidinecarboxamide